5-methyl-6-(4-(trifluoromethyl)piperidin-1-yl)pyridin-3-amine CC=1C=C(C=NC1N1CCC(CC1)C(F)(F)F)N